N-(5-Fluoro-2-methylpyridin-3-yl)prop-2-enamide FC=1C=C(C(=NC1)C)NC(C=C)=O